3-(4-amino-5-chloro-1H-pyrazol-1-yl)propanenitrile NC=1C=NN(C1Cl)CCC#N